N-(3-(2-azido-4,5-difluorophenyl)-1-phenylpropan-2-yn-1-yl)methanesulfonamide-1-d N(=[N+]=[N-])C1=C(C=C(C(=C1)F)F)C#CC(C1=CC=CC=C1)NS(=O)(=O)C[2H]